C(#N)C1=CC=C(C=C1)[C@H]1CCCC=2N1C=NC2 (R)-(+)-5-(p-cyanophenyl)-5,6,7,8-tetrahydroimidazo[1,5-a]pyridine